FC1=CC=CC=C1NC 6-fluoro-N-methylaniline